2-bromo-5-(ethylsulfonyl)-1-fluoro-3-methoxybenzene BrC1=C(C=C(C=C1OC)S(=O)(=O)CC)F